2-(2-amino-4-fluorophenyl)-4-chloro-N-(5-chloro-6-(2H-1,2,3-triazol-2-yl)pyridin-3-yl)pyrimidine-5-carboxamide methyl-O-(tert-butyl)-N-propioloyl-L-serinate COC([C@@H](NC(C#C)=O)COC(C)(C)C)=O.NC1=C(C=CC(=C1)F)C1=NC=C(C(=N1)Cl)C(=O)NC=1C=NC(=C(C1)Cl)N1N=CC=N1